N(=[N+]=[N-])[C@@H]1[C@@H](COCC1)NC=1N=CC2=C(N1)SC(=C2)C2=C(C(=CC(=C2Cl)OC)OC)Cl N-((3S,4S)-4-azidotetrahydro-2H-pyran-3-yl)-6-(2,6-dichloro-3,5-dimethoxyphenyl)thieno[2,3-d]pyrimidin-2-amine